BrC=1C=2N(C=C(C1)C1CC1)C=C(N2)\C=N\S(=O)C(C)(C)C (E)-N-((8-bromo-6-cyclopropylimidazo[1,2-a]pyridin-2-yl)methylene)-2-methylpropane-2-sulfinamide